N1C(=S)NC(=O)C=C1 thiouracile